ClC1=CC=C(C=C1C1=C(C(=CC=C1C#N)OCC(=O)N(C)C)F)C(CNC1CCC(CC1)NC(OC(C)(C)C)=O)C1=CC=CC=C1 tert-Butyl ((1r,4r)-4-((2-(6-chloro-6'-cyano-3'-(2-(dimethylamino)-2-oxoethoxy)-2'-fluoro-[1,1'-biphenyl]-3-yl)-2-phenylethyl)amino)cyclohexyl)carbamate